6-(4-(4-(((benzyloxy)carbonyl)amino)-2-fluorophenyl)piperidin-1-yl)spiro[3.3]heptan-2-yl 4-((5-fluoro-4-(3-(2-oxopyridin-1(2H)-yl)phenyl)pyrimidin-2-yl)amino)piperidine-1-carboxylate FC=1C(=NC(=NC1)NC1CCN(CC1)C(=O)OC1CC2(C1)CC(C2)N2CCC(CC2)C2=C(C=C(C=C2)NC(=O)OCC2=CC=CC=C2)F)C2=CC(=CC=C2)N2C(C=CC=C2)=O